P(=O)(=O)C(C(CC)P(=O)=O)C1=C(C(=CC=C1)C)C 1,2-diphosphobutyl-ortho-xylene